ClC1=CC=C(C2=C1C=CO2)N 4-chloro-1-benzofuran-7-amine